(6-((1H-pyrazol-1-yl)methyl)-4-methoxybenzo[d]isoxazol-3-yl)-3-bromo-2-methoxybenzenesulfonamide N1(N=CC=C1)CC1=CC2=C(C(=NO2)C2=C(C(=C(C=C2)S(=O)(=O)N)OC)Br)C(=C1)OC